C(CCCCCCCCCCC)(=O)OCC1=CC=CC=C1 benzyl laurate